3-ethyl-(3S,4R)-4-(((benzyloxy)carbonyl)amino)piperidine-1,3-dicarboxylic acid C(C)[C@@]1(CN(CC[C@H]1NC(=O)OCC1=CC=CC=C1)C(=O)O)C(=O)O